FC1(OC2=C(O1)C=CC=C2N2C(NC1(CC1)C2=O)=O)F 6-(2,2-difluorobenzo[d][1,3]dioxol-4-yl)-4,6-diazaspiro[2.4]heptane-5,7-dione